COC1=CC=C2C(=N1)N(C(=N2)C2=CC=CC=C2)C2=CC1=C(NCS1)C=C2 6-(5-Methoxy-2-phenyl-imidazo[4,5-b]pyridin-3-yl)-3H-1,3-benzothiazol